(2R)-1-[5-(2-chloro-5-fluorobenzenesulfonyl)-1H,2H,3H,4H,5H,6H-pyrrolo[3,4-c]pyrrol-2-yl]-2-hydroxy-2-phenylethan-1-one ClC1=C(C=C(C=C1)F)S(=O)(=O)N1CC2=C(C1)CN(C2)C([C@@H](C2=CC=CC=C2)O)=O